N-({6-[(3-methylpiperidin-1-yl)methyl]imidazo[1,2-a]pyridin-2-yl}methyl)-4-oxo-4H-pyrido[1,2-a]pyrimidine-2-carboxamide CC1CN(CCC1)CC=1C=CC=2N(C1)C=C(N2)CNC(=O)C=2N=C1N(C(C2)=O)C=CC=C1